4-(4-((4-(((3R,4R)-3-fluoropiperidin-4-yl)oxy)piperidin-1-yl)methyl)-2,5-dimethoxyphenyl)-2-methyl-2,7-naphthyridin-1(2H)-one TFA salt OC(=O)C(F)(F)F.F[C@@H]1CNCC[C@H]1OC1CCN(CC1)CC1=CC(=C(C=C1OC)C1=CN(C(C2=CN=CC=C12)=O)C)OC